5-((1S,5R)-1-(5-(2-azaspiro[3.3]heptan-6-yl)-1,3,4-oxadiazol-2-yl)-5-(trifluoromethyl)-3-azabicyclo[3.1.0]hexan-3-yl)quinoline-8-carbonitrile C1NCC12CC(C2)C2=NN=C(O2)[C@@]21CN(C[C@]1(C2)C(F)(F)F)C2=C1C=CC=NC1=C(C=C2)C#N